CN[C@H]([C@H](O)C1=CC=CC=C1)C1=CC=CC=C1 (1R,2S)-2-methylamino-1,2-diphenylethanol